(β-hydroxyethyl) ether OCCOCCO